OCC=1SC=C(C1NC(C[N+]1(CCCCCC1)CC(=O)NC1=C(SC=C1C)C(=O)OC)=O)C 1-(2-((2-(hydroxymethyl)-4-methylthiophen-3-yl)amino)-2-oxoethyl)-1-(2-((2-(methoxycarbonyl)-4-methylthiophen-3-yl)amino)-2-oxoethyl)azepan-1-ium